C(C)(C)(C)S(=O)(=O)C=1C(=CC=2N(C1)C(=CN2)C=2C=NNC2)OC 6-(tert-butylsulfonyl)-7-methoxy-3-(1H-pyrazol-4-yl)imidazo[1,2-a]pyridine